C(C=C)(=O)N1C([C@@H]([C@@H]1C=C(C)C)O[Si](C(C)C)(C(C)C)C(C)C)=O (3R,4S)-1-propenoyl-4-(2-methylpropan-1-en-1-yl)-3-((triisopropylsilyl)oxy)azetidin-2-one